1-(3-chloro-4-tolyl)-3-((5-(2,6-dioxopiperidin-3-yl)-4-oxo-5,6-dihydro-4H-thieno[3,4-c]pyrrol-1-yl)methyl)-1,3-dimethylurea ClC=1C=C(C=CC1N(C(=O)N(C)CC=1SC=C2C1CN(C2=O)C2C(NC(CC2)=O)=O)C)C